2-methoxymethyl-1,3-propanediol COCC(CO)CO